4,5-diazapyrenyl-4,5,9,10-tetraazaperylene C1(=CC=C2N=NC3=CC=CC4=CC=C1C2=C34)C3=CC=C4N=NC=C2C1=CC=NC5=NC=CC(C3=C42)=C15